COC(=O)C1=CN=CN1C(CCC)C1=CC(=C(C(=C1)C)N1N=CC(=C1)C(F)(F)F)C.NC1=NC2=C(C=C(C=C2C=N1)C1=CC=CC=C1)C1CN(CC1)C(C=C)=O 1-(3-(2-amino-6-phenylquinazolin-8-yl)pyrrolidin-1-yl)prop-2-en-1-one methyl-1-(1-(3,5-dimethyl-4-(4-(trifluoromethyl)-1H-pyrazol-1-yl)phenyl)butyl)-1H-imidazole-5-carboxylate